[O-]CC.[O-]CC.[O-]CC.[Fe+3] iron triethoxide